3-bromo-8-(2-cyclopropyl-1-((tetrahydro-2H-pyran-2-yl)oxy)ethyl)-6-fluoro-2-(hydroxymethyl)-1-methylquinolin-4(1H)-one BrC1=C(N(C2=C(C=C(C=C2C1=O)F)C(CC1CC1)OC1OCCCC1)C)CO